O=[N+]1C2=C(C=C(C1)C(=O)OC)COC2 methyl 1-oxo-5,7-dihydrofuro[3,4-b]pyridin-1-ium-3-carboxylate